FC(C1=CC=C(C(=N1)OC1=C(C=C(C=C1C)C)C)C(=O)N)(F)F 6-(trifluoromethyl)-2-(2,4,6-trimethylphenoxy)pyridin-3-carboxamid